1-(3-chlorophenyl)-2-hydroxyethyl ketone ClC=1C=C(C=CC1)C(CO)C(=O)C(CO)C1=CC(=CC=C1)Cl